C12(CC3CC(CC(C1)C3)C2)CC(=O)NCCCCNC(=O)C2=CC=C(C=C2)[C@H]2N([C@H](CC3=C2NC2=CC=CC=C32)C(=O)OC)C(CCl)=O methyl (1R,3R)-1-(4-((4-(2-((1r,3R,5S)-adamantan-1-yl) acetamido) butyl) carbamoyl) phenyl)-2-(2-chloroacetyl)-2,3,4,9-tetrahydro-1H-pyrido[3,4-b]indole-3-carboxylate